FC=1C=C(NC=2SC(=C(N2)C(=O)N[C@@H]2C(CC2)(C)C)C)C=C(C1)F 2-(3,5-difluoroanilino)-N-[(1S)-2,2-dimethylcyclobutyl]-5-methyl-thiazole-4-carboxamide